rel-tert-butyl ((1R,3R)-3-((6-methyl-1,2,4-triazin-3-yl)amino)cyclopentyl)carbamate CC1=CN=C(N=N1)N[C@H]1C[C@@H](CC1)NC(OC(C)(C)C)=O |o1:8,10|